(S)-2-((3S,3'S)-4,4-difluoro-6'-oxo-[3,3'-bipiperidin]-1-yl)-N-(5-(2,4-difluorophenoxy)pyridin-2-yl)propanamide FC1([C@H](CN(CC1)[C@H](C(=O)NC1=NC=C(C=C1)OC1=C(C=C(C=C1)F)F)C)[C@H]1CNC(CC1)=O)F